N-[3-fluoro-2-(pyridin-3-ylmethylamino)phenyl]-1,2,5-thiadiazole-5-carboxamide FC=1C(=C(C=CC1)NC(=O)N1C=CNS1)NCC=1C=NC=CC1